3-({3-[(2S)-2-(4-chlorophenyl)-2-hydroxyethyl]-1,2,4-oxadiazol-5-yl}methyl)-6-(hydroxymethyl)-1,5-dimethyl-1,2,3,4-tetrahydropyrimidine-2,4-dione ClC1=CC=C(C=C1)[C@H](CC1=NOC(=N1)CN1C(N(C(=C(C1=O)C)CO)C)=O)O